CN1C=CC2=C1N=CN=C2OC2=CC=C(C=C2)NC(CC2=CC=NC=C2)=O N-(4-((7-methyl-7H-pyrrolo[2,3-D]pyrimidine-4-yl)oxy)phenyl)-2-(pyridin-4-yl)acetamide